5-hydroxy-3-[(1r)-1-(1h-pyrrol-2-yl)ethyl]-2h-indol-2-one OC1=CC2=C(C(N=C2C=C1)=O)[C@@H](C)C=1NC=CC1